ClC1=C(C=C(S1)C(=O)OC)O methyl 5-chloro-4-hydroxythiophene-2-carboxylate